2-chloro-4,5-difluoro-N-(2-((4-fluorophenyl)sulfonamido)phenyl)benzamide ClC1=C(C(=O)NC2=C(C=CC=C2)NS(=O)(=O)C2=CC=C(C=C2)F)C=C(C(=C1)F)F